O1C(COCC1)C1CCN(CC1)C1=C(C=CC=C1)NS(=O)(=O)C1=CC=C(C=C1)S(=O)(=O)N(C)C N4-{2-[4-(1,4-dioxan-2-yl)piperidin-1-yl]phenyl}-N1,N1-dimethylbenzene-1,4-disulfonamide